FC(C(=O)O)(F)F.NC1=NN2C(N=CC=C2)=C1C(=O)NC(C)C=1C=C(C=2N(C1C=1C=NNC1)C(=NC2)C)Cl 2-Amino-N-{1-[8-chloro-3-methyl-5-(1H-pyrazol-4-yl)imidazo[1,5-a]pyridin-6-yl]ethyl}pyrazolo[1,5-a]pyrimidine-3-carboxamide trifluoroacetate salt